Cl.C1(CCCC1)NC(=O)C1=CSC(=C1)[C@H]1[C@@H](C1)NC1CCOCC1 N-cyclopentyl-5-((1R,2R)-2-(tetrahydro-2H-pyran-4-ylamino)cyclopropyl)thiophene-3-carboxamide Hydrochloride